2-((1R,3r,5S)-8-(1-(2,6-bis(benzyloxy)pyridin-3-yl)-3-methyl-2-oxo-2,3-dihydro-1H-benzo[d]imidazol-5-yl)-8-azabicyclo[3.2.1]octan-3-yl)acetic acid C(C1=CC=CC=C1)OC1=NC(=CC=C1N1C(N(C2=C1C=CC(=C2)N2[C@H]1CC(C[C@@H]2CC1)CC(=O)O)C)=O)OCC1=CC=CC=C1